FC1=CC(=C(C=C1)C1=CC=C2CN(C(C2=C1)=O)C1=NC(=CC(=C1)CNCCC)C)C1=NN=CN1C 6-(4-Fluoro-2-(4-methyl-4H-1,2,4-triazol-3-yl)phenyl)-2-(6-methyl-4-((propyl-amino)methyl)pyridin-2-yl)isoindolin-1-one